BrC1=CC=2[C@](C3=CC=CC=C3C2C=C1)(C(=O)N1[C@@H]2CC([C@H]([C@@H]1C(=O)N[C@@H](C[C@H]1C(NCCC1)=O)C#N)CC2)(F)F)O (1S,3R,4S)-2-((R)-2-bromo-9-hydroxy-9H-fluorene-9-carbonyl)-N-((S)-1-cyano-2-((S)-2-oxopiperidin-3-yl)ethyl)-5,5-difluoro-2-azabicyclo[2.2.2]octane-3-carboxamide